FC=1C=C2C(C(=CN(C2=CC1N1[C@H](CCC1)COC1=NC=CC=C1)C1=CC=C(C=C1)OCCO)C(=O)O)=O (R)-6-fluoro-1-(4-(2-hydroxyethoxy)phenyl)-4-oxo-7-(2-((pyridin-2-yloxy)methyl)pyrrolidin-1-yl)-1,4-dihydroquinoline-3-carboxylic acid